tert-butyl (S)-3,3-difluoro-4-((1-(2,2,2-trifluoroethyl)-1H-pyrazolo[4,3-c]pyridin-6-yl)oxy)pyrrolidine-1-carboxylate FC1(CN(C[C@@H]1OC1=CC2=C(C=N1)C=NN2CC(F)(F)F)C(=O)OC(C)(C)C)F